N-[6-[(2R,6S)-2,6-dimethyl-4-morpholinyl]-3-pyridyl]-2-methyl-4'-(trifluoromethoxy)-[1,1'-biphenyl]-3-formamide C[C@@H]1CN(C[C@@H](O1)C)C1=CC=C(C=N1)NC(=O)C=1C(=C(C=CC1)C1=CC=C(C=C1)OC(F)(F)F)C